O=C1C(=CN(C=C1C1=CC=C(C=C1)C)CC1CCSCC1)C(=O)O 4-oxo-1-((tetrahydro-2H-thiopyran-4-yl)methyl)-5-(p-tolyl)-1,4-dihydropyridine-3-carboxylic acid